(3R)-1-methylpiperidin-3-amine dihydrochloride Cl.Cl.CN1C[C@@H](CCC1)N